N1(N=CC=C1)C1=CC=C(C=N1)CN1C(C(N(C=C1)C1(CC1)C)=O)=O 1-((6-(1H-pyrazol-1-yl)pyridin-3-yl)methyl)-4-(1-methylcyclopropyl)-1,4-dihydropyrazine-2,3-dione